FC(CO)(F)F.[Na] sodium 2,2,2-trifluoroethanol